5-(5-amino-3-chloropyrazin-2-yl)-2-methylpiperidine-1-carboxylate NC=1N=C(C(=NC1)C1CCC(N(C1)C(=O)[O-])C)Cl